NC1=NC=CC=C1C(CC(F)F)NCCOC1=C2C(=NC(=NC2=C(C(=C1Cl)Br)F)OC[C@]12CCCN2C[C@@H](C1)F)O 5-(2-((1-(2-aminopyridin-3-yl)-3,3-difluoropropyl)amino)ethoxy)-7-bromo-6-chloro-8-fluoro-2-(((2R,7aS)-2-fluorotetrahydro-1H-pyrrolizin-7a(5H)-yl)methoxy)quinazolin-4-ol